2-bromo-5-methyl-6,7-dihydrothiazolo[5,4-c]pyridin-4(5H)-one BrC=1SC=2C(N(CCC2N1)C)=O